racemic-tertbutyl (3R*,4S*)-3-(4-cyanophenyl)-4-((4,4,5,5-tetramethyl-1,3,2-dioxaborolan-2-yl)methyl)pyrrolidine-1-carboxylate C(#N)C1=CC=C(C=C1)[C@@H]1CN(C[C@H]1CB1OC(C(O1)(C)C)(C)C)C(=O)OC(C)(C)C |r|